(E,Z)-3,7-dimethylocta-2,6-dien-1-yl methyl carbonate C(OC\C=C(\CCC=C(C)C)/C)(OC)=O